(Z)-N-(4-(1-(dimethylamino)-3-oxo-3-phenylprop-1-en-2-yl)-7-methoxyquinazolin-6-yl)propionamide CN(\C=C(/C(C1=CC=CC=C1)=O)\C1=NC=NC2=CC(=C(C=C12)NC(CC)=O)OC)C